TRANS-2-(8-(ethylamino)-2-oxo-8-phenyl-1,3-diazaspiro[4.5]decan-3-yl)acetic acid trifluoroacetate salt FC(C(=O)O)(F)F.C(C)NC1(CCC2(CN(C(N2)=O)CC(=O)O)CC1)C1=CC=CC=C1